ClC1=C(C(=CC=C1)Cl)NC1=C(C(=O)NC2=CC(=NN2C)C(F)(F)F)C=CC=C1 2-((2,6-Dichlorophenyl)amino)-N-(1-methyl-3-(trifluoromethyl)-1H-pyrazol-5-yl)benzamide